(5-chloro-1-((2-fluoro-[1,1'-biphenyl]-4-yl)methyl)-1H-indazole-7-carboxamido)spiro[3.3]heptane-2-carboxylic acid ClC=1C=C2C=NN(C2=C(C1)C(=O)NC1C(CC12CCC2)C(=O)O)CC2=CC(=C(C=C2)C2=CC=CC=C2)F